1,3-dipropynylimidazolium C(#CC)N1C=[N+](C=C1)C#CC